tert-butyl 4-[4-[4-[2-(3,5-difluoro-2-pyridyl)-2-oxo-ethoxy]-3-fluoro-pyrazolo[1,5-a]pyridin-6-yl]-5-methyl-triazol-1-yl]piperidine-1-carboxylate FC=1C(=NC=C(C1)F)C(COC=1C=2N(C=C(C1)C=1N=NN(C1C)C1CCN(CC1)C(=O)OC(C)(C)C)N=CC2F)=O